FC1=C(C=CC=C1)NC1=NC=NC2=CC(=C(C=C12)OC(C(=O)N)(CC)CC)OC 2-(4-((2-fluorophenyl)amino)-7-methoxyquinazolin-6-yl)-oxydiethylacetamide